3-[3-(2,6-dimethyl-4-pyridinyl)-5-(3-oxo-2,8-diazaspiro[4.5]decan-8-yl)pyrazolo[1,5-a]pyrimidin-2-yl]benzonitrile CC1=NC(=CC(=C1)C=1C(=NN2C1N=C(C=C2)N2CCC1(CC(NC1)=O)CC2)C=2C=C(C#N)C=CC2)C